N1CC(C1)OC1=C(C=CC2=CN(N=C12)CC1=C2C=CNC2=C(C=C1S(=O)(=O)C)C)C#N 7-(azetidin-3-yloxy)-2-((7-methyl-5-(methylsulfonyl)-1H-indol-4-yl)methyl)-2H-indazole-6-carbonitrile